C(C)C(COC(C=C)=O)CCCC.NCCCC[C@@H](C(COC1=C(C=CC=C1F)F)=O)NC(C1=CN=CC=C1)=O (S)-N-(7-amino-1-(2,6-difluorophenoxy)-2-oxohept-3-yl)nicotinamide 2-ethylhexyl-acrylate